4-((5-(1-benzyl-1H-indol-6-yl)furan-2-yl)methyl)-8-(2-chloroacetyl)-1-thia-4,8-diazaspiro[4.5]Decan-3-one C(C1=CC=CC=C1)N1C=CC2=CC=C(C=C12)C1=CC=C(O1)CN1C(CSC12CCN(CC2)C(CCl)=O)=O